3-(2-aminoethyl)aminopropyl-triethoxysilane NCCNCCC[Si](OCC)(OCC)OCC